3-nitro-5-(trifluoromethyl)pyridin-2-amine [N+](=O)([O-])C=1C(=NC=C(C1)C(F)(F)F)N